4-(3-(3-((5-cyclopropyl-3-(2,6-dichlorophenyl)isoxazol-4-yl)methoxy)-8-azabicyclo[3.2.1]octan-8-yl)-1,2,4-oxadiazol-5-yl)benzoic acid C1(CC1)C1=C(C(=NO1)C1=C(C=CC=C1Cl)Cl)COC1CC2CCC(C1)N2C2=NOC(=N2)C2=CC=C(C(=O)O)C=C2